N-isopropyl-4-(4-(trifluoromethyl)phenoxy)isoquinoline C(C)(C)N1CC2=CC=CC=C2C(=C1)OC1=CC=C(C=C1)C(F)(F)F